C1(CCCCC1)CO[C@@H]([C@H](C(=O)NC)NC(=O)C1CNCC12CNC2)C N-((2R,3R)-3-(cyclohexylmethoxy)-1-(methylamino)-1-oxobutan-2-yl)-2,6-diazaspiro[3.4]octane-8-carboxamide